bis(4-hydroxy-3,5-difluorophenyl)-methane OC1=C(C=C(C=C1F)CC1=CC(=C(C(=C1)F)O)F)F